1-(4-fluoro-2-methylphenyl)-4-methoxy-1H-pyrazole-3-carboxylic acid chloride FC1=CC(=C(C=C1)N1N=C(C(=C1)OC)C(=O)Cl)C